[(2S)-2-[5-(bromomethyl)-3-ethoxy-4-iodo-pyrazol-1-yl]propoxy]-tert-butyl-dimethyl-silane BrCC1=C(C(=NN1[C@H](CO[Si](C)(C)C(C)(C)C)C)OCC)I